1-(7-(4-Chloro-2-(4-(1-methylpiperidin-4-yl)phenyl)-1H-pyrrolo[2,3-b]pyridin-3-yl)-3,4-dihydrochinolin-1(2H)-yl)prop-2-en-1-on ClC1=C2C(=NC=C1)NC(=C2C2=CC=C1CCCN(C1=C2)C(C=C)=O)C2=CC=C(C=C2)C2CCN(CC2)C